perchloropentacyclodecane C12(C3(C4(C5(C3(C(C1(C5(C2(C4(Cl)Cl)Cl)Cl)Cl)(Cl)Cl)Cl)Cl)Cl)Cl)Cl